2-fluoro-N-[2-[5-(hydroxymethyl)-2-thienyl]thieno[3,2-c]pyridin-4-yl]-N-[(3R)-3-piperidyl]-4-(triazolo[4,5-b]pyridin-3-yl)benzamide FC1=C(C(=O)N([C@H]2CNCCC2)C2=NC=CC3=C2C=C(S3)C=3SC(=CC3)CO)C=CC(=C1)N1N=NC=3C1=NC=CC3